N-(1-(2-((R)-1-hydroxyethyl)imidazo[4,5-d]pyrrolo[2,3-b]pyridin-1(6H)-yl)pyrrolidin-3-yl)cyclopropanesulfonamide O[C@H](C)C1=NC=2C(=C3C(=NC2)NC=C3)N1N1CC(CC1)NS(=O)(=O)C1CC1